C(=C)[Si](C)(C)OCCCC vinyl-(n-butyloxy)dimethylsilane